ClC1=CC(=NC=C1)[C@@H]1[C@H](C1)C(=O)NC1=NC=NC(=C1)N1[C@H](C[C@@H](C1)O)C=1N=C2N(N=C(C=C2)C2CC2)C1 (1S,2S)-2-(4-chloropyridin-2-yl)-N-(6-((2R,4S)-2-(6-cyclopropylimidazo[1,2-b]pyridazin-2-yl)-4-hydroxypyrrolidin-1-yl)pyrimidin-4-yl)cyclopropane-1-carboxamide